(R)-1-((7-cyano-2-(3'-(3-(((S)-1-hydroxybutan-2-ylamino)methyl)-1,7-naphthyridin-8-ylamino)-2,2'-dimethylbiphenyl-3-yl)benzo[d]oxazol-5-yl)methyl)-3-methyl-pyrrolidine C(#N)C1=CC(=CC=2N=C(OC21)C=2C(=C(C=CC2)C2=C(C(=CC=C2)NC=2N=CC=C1C=C(C=NC21)CN[C@H](CO)CC)C)C)CN2C[C@@H](CC2)C